BrCCCO[Si](C(C)(C)C)(C)C 7-bromo-2,2,3,3-tetramethyl-4-oxa-3-silaheptan